C(C#C)N1CCC2(CC1)OC(C1=CC=C(C=C12)C(F)(F)F)C(=O)N 1'-prop-2-ynyl-5-(trifluoromethyl)spiro[1H-isobenzofuran-3,4'-piperidine]-1-carboxamide